CC(OC(NCCCCCCCCCCNC(CSSCC(=O)OCC=1N(C2=CC=C(C=C2C1)OCCOC)CCOC)=O)=O)(C)C (5-(2-methoxyethoxy)-1-(2-methoxyethyl)-1H-indol-2-yl)methanol 21,21-dimethyl-6,19-dioxo-20-oxa-3,4-dithia-7,18-diazadocosanoate